CC1CC=2C(=NNC2C(=O)OCC)CO1 ethyl 5-methyl-2,4,5,7-tetrahydropyrano[3,4-c]pyrazole-3-carboxylate